3-Methyl-4-(2-(8-phenyl-1,4-dioxaspiro[4.5]decan-8-yl)ethyl)isoxazole CC1=NOC=C1CCC1(CCC2(OCCO2)CC1)C1=CC=CC=C1